4-(7-(8-Ethyl-7-fluoro-3-hydroxynaphthalen-1-yl)-8-fluoro-2-(((2R,7aS)-2-fluorotetrahydro-1H-pyrrolizin-7a(5H)-yl)methoxy)pyrido[4,3-d]pyrimidin-4-yl)morpholine-2-carboxamide C(C)C=1C(=CC=C2C=C(C=C(C12)C1=C(C=2N=C(N=C(C2C=N1)N1CC(OCC1)C(=O)N)OC[C@]12CCCN2C[C@@H](C1)F)F)O)F